4-(2,5-Diazabicyclo[2.2.2]octan-2-yl)-7-(8-ethynyl-7-fluoro-3-hydroxynaphthalen-1-yl)-2-(((S)-1-methylpyrrolidin-2-yl)methoxy-d2)pyrimido[4,5-d]pyridazin-8(7H)-one C12N(CC(NC1)CC2)C2=NC(=NC=1C(N(N=CC12)C1=CC(=CC2=CC=C(C(=C12)C#C)F)O)=O)OC([2H])([2H])[C@H]1N(CCC1)C